thiazol-5-amine hydrogen chloride salt Cl.S1C=NC=C1N